NC1(C(C=CC(C1)(C)F)OC=1C=CC(=NC1C(F)F)C1=CC(=NC=C1)NC(C)=O)C N-(5-((2-amino-4-fluoro-2,4-dimethylphenyl)oxy)-6-(difluoromethyl)-[2,4'-bipyridyl]-2'-yl)acetamide